N1C(=NC2=NC=CC=C21)C(=O)O imidazo[4,5-b]pyridine-2-carboxylic acid